(1R,2S,5S)-3-[(2S)-2-[(3,3-difluorocyclobutanecarbonyl)amino]-3-methoxy-3-methyl-butanoyl]-6,6-dimethyl-3-azabicyclo[3.1.0]hexane-2-carboxylic acid FC1(CC(C1)C(=O)N[C@H](C(=O)N1[C@@H]([C@H]2C([C@H]2C1)(C)C)C(=O)O)C(C)(C)OC)F